C(C)(C)NC(O[C@H]1C[C@H](CC1)C1=CC(=NN1)NC(=O)C1=CC(=NN1C)C(NC1=C(C(=CC=C1)OCC1=CC=C(C=C1)OC)C1OCCO1)=O)=O (1R,3S)-3-(3-(3-((2-(1,3-dioxolan-2-yl)-3-((4-methoxybenzyl)oxy)phenyl)carbamoyl)-1-methyl-1H-pyrazole-5-carboxamido)-1H-pyrazol-5-yl)cyclopentyl isopropylcarbamate